(S)-3-(3-(4-hydroxy-1-methyl-2-oxo-1,2-dihydropyridin-3-yl)ureido)-3-(4-(3-methoxyphenoxy)phenyl)propanoic acid OC1=C(C(N(C=C1)C)=O)NC(N[C@@H](CC(=O)O)C1=CC=C(C=C1)OC1=CC(=CC=C1)OC)=O